C(C)OP(=O)(OCC)C(C(=O)OC(C)(C)C)CC1=NC(=NO1)C(CCCCCCC)(F)F tert-butyl 2-(diethoxyphosphoryl)-3-(3-(1,1-difluorooctyl)-1,2,4-oxadiazol-5-yl)propanoate